tert-butyl N-{2-oxo-2-[(2S)-2-{[(S)-phenyl[4-(propan-2-yl)phenyl]methyl]carbamoyl}pyrrolidin-1-yl]ethyl}carbamate O=C(CNC(OC(C)(C)C)=O)N1[C@@H](CCC1)C(N[C@H](C1=CC=C(C=C1)C(C)C)C1=CC=CC=C1)=O